N[C@H](CCC1=CC=CC=C1)O (S)-amino-3-phenylpropanol